2-((2R,3R)-3-aminotetrahydro-2H-pyran-2-yl)-3-bromo-5-chloro-N-(thiophen-2-ylmethyl)thieno[3,2-b]pyridin-7-amine N[C@H]1[C@@H](OCCC1)C1=C(C2=NC(=CC(=C2S1)NCC=1SC=CC1)Cl)Br